ethyl acetate Hydrogen chloride Cl.C(C)(=O)OCC